tris(2,4-di-t-butylphenyl-5-methylphenyl) phosphite P(OC1=C(C=CC(=C1)C)C1=C(C=C(C=C1)C(C)(C)C)C(C)(C)C)(OC1=C(C=CC(=C1)C)C1=C(C=C(C=C1)C(C)(C)C)C(C)(C)C)OC1=C(C=CC(=C1)C)C1=C(C=C(C=C1)C(C)(C)C)C(C)(C)C